5-(4-Chloro-3-fluoro-5-{[(1S)-1-(piperidin-4-yl)ethyl]amino}phenyl)-1,3,4-oxadiazol-2(3H)-one ClC1=C(C=C(C=C1N[C@@H](C)C1CCNCC1)C1=NNC(O1)=O)F